FC(C1=NN(C(=C1)C(=O)NC=1C=C2C(N=CNC2=CC1)=O)C1=NC=CC=C1Cl)F 3-difluoromethyl-1-(3-chloro-2-pyridinyl)-N-(4-oxo-1,4-dihydro-6-quinazolinyl)-1H-pyrazole-5-carboxamide